C(C=C)(=O)OC[Si](OC)(OC)C acryloyl-oxymethyl-methyldimethoxy-silane